3-(2-methoxyphenyl)-3-methylbutyl methanesulfonate CS(=O)(=O)OCCC(C)(C)C1=C(C=CC=C1)OC